6-((S)-2-amino-3-fluoropropyl)-2-(1-(cyclopropylmethyl)-7-((S)-1-fluoro-2-(1H-imidazol-1-yl)ethoxy)-1H-indol-2-yl)-1-methyl-1,6,7,8-tetrahydro-5H-imidazo[4,5-g]isoquinolin-5-one N[C@@H](CN1C(C=2C=C3C(=CC2CC1)N(C(=N3)C=3N(C1=C(C=CC=C1C3)O[C@H](CN3C=NC=C3)F)CC3CC3)C)=O)CF